OC=1C=CC(=NC1)C(=O)[O-].[Na+] sodium 5-hydroxypyridine-2-carboxylate